oxytris(dimethylamino)phosphonium hexafluorophosphate CN(C)[PH+](N(C)C)N(C)CO.F[P-](F)(F)(F)(F)F